ClC1=CC=C(C=C1)C1=NN(C(C=C1)=O)CC(=O)NC1=C(C=C(C=C1)OC)OC 2-(3-(4-chlorophenyl)-6-oxopyridazin-1(6H)-yl)-N-(2,4-dimethoxyphenyl)acetamide